C(C)(C)(C)OC(COC1=C(C=C(\C=C/2\C(C(=C(S2)NC2=CC=CC=C2)C(=O)OCC)=O)C=C1)O)=O Ethyl (Z)-5-(4-(2-(tert-butoxy)-2-oxoethoxy)-3-hydroxybenzylidene)-4-oxo-2-(phenylamino)-4,5-dihydrothiophene-3-carboxylate